[N+](=O)([O-])C=1C=C2CNC(C2=CC1)=O 5-Nitroisoindolin-1-one